nonanoic acid pentyl ester C(CCCC)OC(CCCCCCCC)=O